COC1=NC=CC(=C1C1=CC=2C(=CN=C(C2)NC(=O)[C@H]2[C@@H](C2)CN2CCN(CC2)C)N1C)OC (1R,2R)-N-(2-(2,4-dimethoxypyridin-3-yl)-1-methyl-1H-pyrrolo[2,3-c]pyridin-5-yl)-2-((4-methylpiperazin-1-yl)methyl)cyclopropane-1-carboxamide